FC(CCN1N=CC(=C1)C=1C(=NC(=CC1)C)C1=CC=C2C=C(N=NC2=C1)OC)(C)C 7-{3-[1-(3-Fluoro-3-methylbutyl)-1H-pyrazol-4-yl]-6-methylpyridin-2-yl}-3-methoxycinnolin